C(C)(C)N1C=NC2=C1C(=NC(=C2)C2=CC=C1C(=C2)N(C(C12CCNCC2)=O)C2CC(C2)N2CCCCC2)NC=2C=CC(=C(C(=O)NC)C2)C 5-((3-isopropyl-6-(2-oxo-1-((1s,3s)-3-(piperidin-1-yl)cyclobutyl)spiro[indoline-3,4'-piperidin]-6-yl)-3H-imidazo[4,5-c]pyridin-4-yl)amino)-N,2-dimethylbenzamide